5-(2-Fluoropyridin-3-Yl)-N-(piperidin-4-Yl)-1H-pyrrolo[2,3-b]pyridine-3-carboxamide FC1=NC=CC=C1C=1C=C2C(=NC1)NC=C2C(=O)NC2CCNCC2